N-[(7R,8aS)-7-(2,3-dichloro-6-methoxyphenyl)-4-oxo-hexahydropyrrolo[1,2-a]pyrazine-2-carbothioyl]benzamide ClC1=C(C(=CC=C1Cl)OC)[C@H]1C[C@@H]2N(C(CN(C2)C(=S)NC(C2=CC=CC=C2)=O)=O)C1